CN1C=C(C=C1)C(=O)OC methyl 1-methyl-1H-pyrrole-3-carboxylate